Tert-Butyl (4-(4-cyano-6-(4-cyano-3-fluorophenyl)-5-(1-methyl-1H-indazol-5-yl)pyrid-2-yl)cyclohexyl)carbamate C(#N)C1=CC(=NC(=C1C=1C=C2C=NN(C2=CC1)C)C1=CC(=C(C=C1)C#N)F)C1CCC(CC1)NC(OC(C)(C)C)=O